FC=1C=C(C=CC1OC1=CC(=CC=C1)OC)N1C(N(C2=C1C=NC=C2)C=2C=C(C=CC2)NC(C=C)=O)=O N-(3-(3-(3-fluoro-4-(3-methoxyphenoxy)phenyl)-2-oxo-2,3-dihydro-1H-imidazo[4,5-c]pyridin-1-yl)phenyl)acrylamide